2-(2,3-dihydrobenzo[b][1,4]dioxin-2-yl-5,6,7,8-d4)-4,5-dihydro-1H-imidazole-4,4,5-d3 O1C2=C(OCC1C=1NC(C(N1)([2H])[2H])[2H])C(=C(C(=C2[2H])[2H])[2H])[2H]